(S)-5-(6-(2-hydroxypropan-2-yl)-4-(phenyl-(tetrahydro-2H-pyran-4-yl)methyl)-4H-thieno[2',3':4,5]pyrrolo[3,2-b]pyridin-2-yl)-1,3-dimethylpyridin-2(1H)-one OC(C)(C)C=1C=C2C(=NC1)C1=C(N2[C@@H](C2CCOCC2)C2=CC=CC=C2)C=C(S1)C=1C=C(C(N(C1)C)=O)C